trans-1-(3,5-dimethoxystyryl)benzene COC=1C=C(/C=C/C2=CC=CC=C2)C=C(C1)OC